2-amino-N-(4-hydroxy-bicyclo-[2.2.2]oct-1-yl)-5-(4-((1R,5S)-3-(tetrahydro-2H-pyran-4-yl)-3-azabicyclo[3.1.0]-hex-1-yl)phenyl)nicotinamide NC1=C(C(=O)NC23CCC(CC2)(CC3)O)C=C(C=N1)C1=CC=C(C=C1)[C@@]13CN(C[C@H]3C1)C1CCOCC1